1-((2,2-Difluoroethyl)amino)-4-(2-fluoropyridin-3-yl)-6-(trifluoromethyl)-3H-pyrido[1,2-c]pyrimidine FC(CNC1=NCC(=C2N1C=CC(=C2)C(F)(F)F)C=2C(=NC=CC2)F)F